di(2,5,8,11-tetraoxatridecan-13-yl) (((5'-methyl-4-pentyl-2'-(prop-1-en-2-yl)-[1,1'-biphenyl]-2,6-diyl)bis(oxy))bis(methylene))bis(methylcarbamate) CC=1C=CC(=C(C1)C1=C(C=C(C=C1OCN(C(OCCOCCOCCOCCOC)=O)C)CCCCC)OCN(C(OCCOCCOCCOCCOC)=O)C)C(=C)C